C(C)(C)[N+]=1C=C(N2C1C=CC=C2)C(C)C 1,3-diisopropylimidazo[1,2-a]pyridin-1-ium